NC1=C(SC2=NC(=C(C=C21)F)C)C(=O)NC2CC=1C=CC(=NC1CC2)N2CC(C(C2)C(F)F)N 3-amino-N-{2-[3-amino-4-(difluoromethyl)pyrrolidin-1-yl]-5,6,7,8-tetrahydroquinolin-6-yl}-5-fluoro-6-methylthieno[2,3-b]pyridine-2-carboxamide